BrC=1C=C(N2C=CC(=CC12)C(C)=O)C(C)=O 1,1'-(1-bromoindolizine-3,7-diyl)diethanone